COC1C[C@@H](N(C[C@H]1C)C(=O)OC(C)(C)C)C1=CC(=CC=C1)B1OC(C(O1)(C)C)(C)C |r| tert-Butyl rac-(2R,5R)-4-methoxy-5-methyl-2-[3-(4,4,5,5-tetramethyl-1,3,2-dioxaborolan-2-yl)phenyl]piperidine-1-carboxylate